N1=C(C=CC2=CC=CC=C12)C(=O)[O-] quinoline-2-carboxylate